C1(CC1)CN([C@@H]1[C@@H](CCC1)OC=1C=C2CN(C(C2=CC1)=O)C1C(NC(CC1)=O)=O)CC1CC1 3-(5-(((1R,2S)-2-(bis(cyclopropylmethyl)amino)cyclopentyl)oxy)-1-oxoisoindolin-2-yl)piperidine-2,6-dione